C(C)(=O)NC1=CC2=C(C=N1)C(=NN2C2=NC(=CC=C2)C(C)(F)F)N2CC1N(C(C2)C1)C(=O)OC(C)(C)C tert-butyl 3-(6-acetamido-1-(6-(1,1-difluoroethyl)pyridin-2-yl)-1H-pyrazolo[4,3-c]pyridin-3-yl)-3,6-diazabicyclo[3.1.1]heptane-6-carboxylate